methyl 3-(1,4-dimethyl-1H-benzo[d][1,2,3]triazol-5-yl)-3-(3-(((S)-2-ethyl-2,3-dihydro-[1,4]oxazepino[6,7-C]isoquinolin-4(5H)-yl) methyl)-4-methylphenyl)-2,2-dimethylpropionate CN1N=NC2=C1C=CC(=C2C)C(C(C(=O)OC)(C)C)C2=CC(=C(C=C2)C)CN2C[C@@H](OC1=C(N=CC=3C=CC=CC13)C2)CC